4-[(6R)-7-[4-bromo-3-(trifluoromethyl)benzoyl]-6-methyl-4-oxo-2-({[2-(pyridin-2-yl)phenyl]methyl}amino)-5H,6H,8H-pyrido[3,4-d]pyrimidin-3-yl]-3-chloro-N-methylbenzamide BrC1=C(C=C(C(=O)N2CC=3N=C(N(C(C3C[C@H]2C)=O)C2=C(C=C(C(=O)NC)C=C2)Cl)NCC2=C(C=CC=C2)C2=NC=CC=C2)C=C1)C(F)(F)F